BrC=1C=CC(=C2CCCC12)CO (7-bromo-2,3-dihydro-1H-inden-4-yl)methanol